NCC#CC1=C(C(=O)O)C=C(C=C1)N1CCN(CC1)C(C[C@H]1C=2N(C3=C(C(=N1)C1=CC=C(C=C1)Cl)C(=C(S3)C)C)C(=NN2)C)=O (S)-2-(3-aminoprop-1-yn-1-yl)-5-(4-(2-(4-(4-chlorophenyl)-2,3,9-trimethyl-6H-thieno[3,2-f][1,2,4]triazolo[4,3-a][1,4]diazepin-6-yl)acetyl)piperazin-1-yl)benzoic acid